2-thio-2,4-oxazolidinedione C1C(=O)NC(=S)O1